dimethylcyclohexane-1,2-diamine dihydrochloride Cl.Cl.CC1(C(CCCC1)(N)C)N